N-{(S)-3,3-dimethyl-1-carbonyl-1-{{(S)-1-carbonyl-1-{{(S)-1-carbonyl-3-[(S)-2-carbonylpyrrolidin-3-yl]propan-2-yl}amino}-3-cyclohexylpropan-2-yl}amino}butan-2-yl}indole-2-carboxamide CC([C@@H](C(N[C@H](C(N[C@H](C=C=O)C[C@H]1C(NCC1)=C=O)=C=O)CC1CCCCC1)=C=O)NC(=O)C=1NC2=CC=CC=C2C1)(C)C